C(#N)C[C@@H]1N(CCN(C1)C=1C2=C(N=C(N1)OC[C@H]1N(CCC1)C)C(N(C(=N2)C)C2=C1C=CC=NC1=CC=C2)=O)C(=O)OCC2=CC=CC=C2 benzyl (S)-2-(cyanomethyl)-4-(6-methyl-2-(((S)-1-methylpyrrolidin-2-yl)methoxy)-8-oxo-7-(quinolin-5-yl)-7,8-dihydropyrimido[5,4-d]pyrimidin-4-yl)piperazine-1-carboxylate